[Al].C(C1=CC=CC=C1)OC[C@H](C(=O)NC=1C=CC=C2C(=CNC12)C1=NC(=NC=C1C)NC1=C(C(=CC=C1)S(=O)(=O)C)F)N1CCN(CC1)C (R)-3-(benzyloxy)-N-(3-(2-((2-fluoro-3-(methylsulfonyl)phenyl)amino)-5-methylpyrimidin-4-yl)-1H-indol-7-yl)-2-(4-methylpiperazin-1-yl)propanamide Aluminium